FC=1C(=CC2=C([C@@H](CO2)NC)C1)[C@H]1[C@@H](C1)C#N Trans-2-[(3S)-5-fluoro-3-(methylamino)-2,3-dihydrobenzofuran-6-yl]cyclopropanecarbonitrile